3-((4-(Dimethylamino)butanoyl)oxy)-2,2-bis(((9Z)-tetradec-9-enoyloxy)methyl)propyl (9Z)-tetradec-9-enoat C(CCCCCCC\C=C/CCCC)(=O)OCC(COC(CCCN(C)C)=O)(COC(CCCCCCC\C=C/CCCC)=O)COC(CCCCCCC\C=C/CCCC)=O